CC1(OB(OC1(C)C)C=1C=CC=C(C(=O)N)C1)C 5-(4,4,5,5-tetramethyl-1,3,2-dioxaborolan-2-yl)benzamide